(R) or (S)-2-amino-5-diethylaminopentane N[C@H](C)CCCN(CC)CC |o1:1|